Methyl-2-(4-methoxybenzyl)-5-methyl-3-oxo-2,3,5,6,7,8-hexahydro[1,2,4]triazolo[4,3-a]pyridine-5-Carboxylate COC(=O)C1(CCCC=2N1C(N(N2)CC2=CC=C(C=C2)OC)=O)C